ClC1=CC(=C(COC2=CC=CC(=N2)N2C[C@@H](N(CC2)CC2=NC3=C(N2CCOC)C=C(C=C3)C(=O)O)CC)C=C1)F 2-{[(2S)-4-{6-[(4-chloro-2-fluorobenzyl)oxy]pyridin-2-yl}-2-ethylpiperazin-1-yl]methyl}-1-(2-methoxyethyl)-1H-benzimidazole-6-carboxylic acid